C(C)OP(OCC1=CC(=C(C(=C1)C(C)(C)C)O)C(C)(C)C)=O.[Ca] calcium (3,5-di-tert-butyl-4-hydroxyphenyl)methyl ethoxyphosphinate